5-(3-methoxy-4-((5-methyl-1,3,4-thiadiazol-2-yl)methyl)phenyl)-7-(1-methyl-1H-pyrazol-3-yl)pyrrolo[2,1-F][1,2,4]triazin-4-amine COC=1C=C(C=CC1CC=1SC(=NN1)C)C=1C=C(N2N=CN=C(C21)N)C2=NN(C=C2)C